ethyl 5-amino-1,2,4-thiadiazole-3-carboxylate NC1=NC(=NS1)C(=O)OCC